C(C)C1=C(C(=C(C(=C1C)OC(C)C)C)CC)O 2,6-Diethyl-3,5-dimethyl-4-isopropoxy-phenol